FC1=C(C=CC(=C1)N1CCC(CC1)C1=C(C=C(C=C1)B1OC(C(O1)(C)C)(C)C)F)C1C(NC(CC1)=O)=O 3-[2-Fluoro-4-[4-[2-fluoro-4-(4,4,5,5-tetramethyl-1,3,2-dioxaborolan-2-yl)phenyl]-1-piperidyl]phenyl]piperidine-2,6-dione